N1=CC=CC2=CC=C3C=CC=NC3=C12.[Ru] ruthenium phenanthroline